N-(3-amino-3-oxopropyl)-1-(2-chloroacetyl)-4-(4-((1-(2-chlorophenyl)-3-hydroxypropyl)amino)-6-(methylamino)-1,3,5-triazin-2-yl)piperazine-2-carboxamide NC(CCNC(=O)C1N(CCN(C1)C1=NC(=NC(=N1)NC(CCO)C1=C(C=CC=C1)Cl)NC)C(CCl)=O)=O